FC=1C=C(C=C(C1)F)CC1=NN=C(S1)N 5-[(3,5-difluorophenyl)methyl]-1,3,4-thiadiazol-2-amine